COC(=O)N1C(C(CCC1)NS(=O)(=O)C)COC1CCC(CC1)C1=CC=CC=C1.C1(=CC=CC=C1)NC1=CC=C(C=C1)OCC1=CC(=CC=C1)C=C N-phenyl-4-(3-vinylbenzyloxy)aniline methyl-3-((methyl-sulfonyl)amino)-2-(((4-phenylcyclohexyl)oxy)methyl)piperidine-1-carboxylate